FC1=CC(=CC(=C1)CCC1=CC=CC=C1)OC fluoro-3-methoxy-5-phenethylbenzene